C(#N)CC(=O)N(C1=CC=CC2=CC=CC=C12)C 2-cyano-N-methyl-N-(1-naphthyl)acetamide